(R)-2-((2-hydroxyethyl)amino)-2-phenylcyclohexan-1-one OCCN[C@@]1(C(CCCC1)=O)C1=CC=CC=C1